CN1C(=NC2=C1C=CC(=C2)C(=O)N2C[C@@H](CCC2)N)C=2N(C1=CC=CC=C1C2)CC2=NC=CC=C2 (3R)-1-({1-Methyl-2-[1-(2-pyridinylmethyl)-1H-indol-2-yl]-1H-benzimidazol-5-yl}carbonyl)-3-piperidinamine